C(C)(C)(C)NS(=O)(=O)C=1C=C(C=CC1)NC1=NC(=NC=C1C)NC1=CC=C(C(=O)NC2=CC(=CC=C2)S(=O)(=O)N2CCOCC2)C=C1 4-((4-((3-(N-(tert-butyl)sulfamoyl)phenyl)amino)-5-methylpyrimidin-2-yl)amino)-N-(3-(morpholinosulfonyl)phenyl)benzamide